2-t-amylperoxy-5-hydroperoxyhexane C(C)(C)(CC)OOC(C)CCC(C)OO